FC=1C=C(CC=2C=C3C(=NNC3=CC2)NC(C2=C(C=C(C=C2)N2CCN(CC2)CC#CC=2C=C3CN(C(C3=CC2)=O)C2C(NC(CC2)=O)=O)NCCF)=O)C=C(C1)F N-(5-(3,5-difluorobenzyl)-1H-indazol-3-yl)-4-(4-(3-(2-(2,6-dioxopiperidin-3-yl)-1-oxoisoindolin-5-yl)prop-2-yn-1-yl)piperazin-1-yl)-2-((2-fluoroethyl)amino)benzamide